S1C=NC(=C1)C(=O)N thiazol-4-carboxamid